CN(C)[Sn](N(C)C)N(C)C tris(dimethylamino)tin